3-(diethylamino)propyl (1-hydroxyheptadecan-5-yl) carbonate C(OCCCN(CC)CC)(OC(CCCCO)CCCCCCCCCCCC)=O